C(C)(C)(C)OCCO\N=C/CC=1C(=C(N(C(C1)=O)C)Cl)C(=O)[O-] (Z)-4-(2-((2-(tert-butoxy)ethoxy)imino)ethyl)-2-chloro-1-methyl-6-oxo-1,6-dihydropyridine-3-carboxylate